3-amino-6-(4-aminophenoxy)biphenyl NC=1C=C(C(=CC1)OC1=CC=C(C=C1)N)C1=CC=CC=C1